COCC(C(=O)O)(C)C.COCC(C(=O)OCC)C ethyl 3-methoxy-2-methylpropionate (3-methoxy-2-METHYL METHYL propionate)